C(C)C1=NC(=CC=C1N1C[C@H](CC(C1)(F)F)CC(=O)[O-])C=1N=NN(C1COC(N(C)C1CC(C1)F)=O)C (S)-2-(1-(2-ethyl-6-(5-((((3-fluorocyclobutyl)(methyl)carbamoyl)oxy)methyl)-1-methyl-1H-1,2,3-triazol-4-yl)pyridin-3-yl)-5,5-difluoropiperidin-3-yl)acetate